N-methylamino-alanine CNN[C@@H](C)C(=O)O